N-(5-chloro-6-(2,2-difluoro-1-hydroxyethyl)pyridin-3-yl)-2'-fluoro-6',7'-dihydrospiro[cyclobutane-1,8'-cyclopenta[e]pyrazolo[1,5-a]pyrimidine]-6'-carboxamide ClC=1C=C(C=NC1C(C(F)F)O)NC(=O)C1CC2(C3=C1C=NC=1N3N=C(C1)F)CCC2